4-((R)-3-((cyclobutylmethyl)amino)piperidin-1-yl)-2-oxopyridin C1(CCC1)CN[C@H]1CN(CCC1)C1=CC(NC=C1)=O